(4,7-dimethylpyrido[2,3-d]pyrimidin-2-yl)methyl methanesulfonate CS(=O)(=O)OCC=1N=C(C2=C(N1)N=C(C=C2)C)C